(E)-N-(8-(4-chlorophenyl)-1-(5-cyano-2-methylphenyl)-3-methyl-1,3-dihydro-2H-imidazo[4,5-c]quinolin-2-ylidene)propionamide ClC1=CC=C(C=C1)C1=CC=2C3=C(C=NC2C=C1)N(/C(/N3C3=C(C=CC(=C3)C#N)C)=N\C(CC)=O)C